(2R,3S,5R)-2-ethynyl-5-(2-fluoro-6-((R)-5-oxotetrahydrofuran-2-carboxamido)-9H-purin-9-yl)-2-(hydroxymethyl)tetrahydrofuran-3-yl spiro[4.5]decane-8-carboxylate C1CCCC12CCC(CC2)C(=O)O[C@@H]2[C@](O[C@H](C2)N2C1=NC(=NC(=C1N=C2)NC(=O)[C@@H]2OC(CC2)=O)F)(CO)C#C